[Cl-].C(C=C)(=O)OCC[N+](C)(C)C (2-acryloyloxyethyl)trimethyl-ammonium chloride